tertbutyl 2-(((((9H-fluoren-9-yl)methoxy)carbonyl)(methyl)amino)methyl)-6-(2-chloro-6-(6-(methylcarbamoyl)pyrimidin-4-yl)pyridin-4-yl)morpholine-4-carboxylate C1=CC=CC=2C3=CC=CC=C3C(C12)COC(=O)N(C)CC1CN(CC(O1)C1=CC(=NC(=C1)C1=NC=NC(=C1)C(NC)=O)Cl)C(=O)OC(C)(C)C